C(N)(=O)C1=CC(=NC=N1)N1N=CN=C1[C@H](C)NC(OC(C)(C)C)=O tert-Butyl N-[(1S)-1-[2-(6-carbamoylpyrimidin-4-yl)-1,2,4-triazolyl]ethyl]carbamate